BrC=1C=C(C=C(C1S[C@H](CO)C1CCC2(OCCO2)CC1)[N+](=O)[O-])S(=O)(=O)N (S)-3-bromo-4-((2-hydroxy-1-(1,4-dioxaspiro[4.5]decan-8-yl)ethyl)thio)-5-nitrobenzenesulfonamide